2-methoxy-4-methylphenyl 4-ethylbenzoate C(C)C1=CC=C(C(=O)OC2=C(C=C(C=C2)C)OC)C=C1